C(C)(C)(C)OC(=O)N1C[C@H](OC2=C3C=CN=CC3=CC=C2C1)CC (R)-2-ethyl-2,3-dihydro-[1,4]oxazepino[7,6-f]isoquinoline-4(5H)-carboxylic acid tert-butyl ester